COC1=CC=C(C=C1)C(OC[C@@H]1[C@H]([C@H]([C@@H](O1)N1C2=NC=NC(=C2N=C1)NC(C1=CC=CC=C1)=O)OCCCCCCCCCCCCCCCC)OP(N(C(C)C)C(C)C)OCCC#N)(C1=CC=CC=C1)C1=CC=C(C=C1)OC N-[9-[(2R,3R,4R,5R)-5-[[Bis(4-methoxyphenyl)-phenyl-methoxy]methyl]-4-[2-cyanoethoxy-(diisopropylamino)phosphanyl]oxy-3-hexadecoxy-tetrahydrofuran-2-yl]purin-6-yl]benzamide